ClC1=CC=C2C(=NN3C(C2=C1)=NN=N3)OC(C)C 9-chloro-6-isopropoxytetrazolo[5,1-a]phthalazine